BrC1=CC=2C(=NON2)C=C1Cl 5-bromo-6-chlorobenzo[c][1,2,5]oxadiazole